N-((7-(3-cyano-5-fluorophenoxy)-3-oxo-2,3-dihydro-1H-inden-4-yl)(difluoromethyl)-λ4-sulfanylidene)cyanamide C(#N)C=1C=C(OC=2C=CC(=C3C(CCC23)=O)S(=NC#N)C(F)F)C=C(C1)F